3-chloro-N-(1-(5-(3-cyano-6-(2-hydroxy-2-methylpropoxy)pyrazolo[1,5-a]pyridin-4-yl)pyrazin-2-yl)-4-methylpiperidin-4-yl)picolinamide ClC=1C(=NC=CC1)C(=O)NC1(CCN(CC1)C1=NC=C(N=C1)C=1C=2N(C=C(C1)OCC(C)(C)O)N=CC2C#N)C